N1=CC2=C3C(C=CC=C13)=COC=C2 oxepino[5,4,3-cd]indole